NC1=NC=CC=C1C1=NC=2C(=NC(=CC2)C2=CC=CC=C2)N1C1=CC(=C(C=C1)CO)F (4-(2-(2-aminopyridin-3-yl)-5-phenyl-3H-imidazo[4,5-b]pyridin-3-yl)-2-fluorophenyl)methanol